NC(/C(=C/N1N=C(N=C1)Br)/C=1C=CC(=NC1)NC(OC(C)(C)C)=O)=O tert-butyl (E)-(5-(3-amino-1-(3-bromo-1H-1,2,4-triazol-1-yl)-3-Oxoprop-1-en-2-yl)pyridin-2-yl)carbamate